(2-Benzyloxy-4,6-dihydroxy-phenyl)-(7-methoxy-3,4-dihydro-1H-isoquinolin-2-yl)methanone C(C1=CC=CC=C1)OC1=C(C(=CC(=C1)O)O)C(=O)N1CC2=CC(=CC=C2CC1)OC